2-{3-[(1R)-1-{[6-bromo-7-methyl-2-(trifluoromethyl)-7H-pyrazolo[3,4-H]Quinazolin-4-yl]Amino}ethyl]-5-fluorophenyl}-2,2-difluoroethane-1-ol BrC=1C=C2C(=NC(=NC2=C2C1N(N=C2)C)C(F)(F)F)N[C@H](C)C=2C=C(C=C(C2)F)C(CO)(F)F